FC(C)(F)C=1C=C(C=CC1)NC(=O)C1C(=NN(C1=O)C1=CC(=C(C=C1)OC)C=1OC=CN1)C N-(3-(1,1-difluoroethyl)phenyl)-1-(4-methoxy-3-(oxazol-2-yl)phenyl)-3-methyl-5-oxo-4,5-dihydro-1H-pyrazole-4-carboxamide